CCCC[N+]1(CC2=C(C3=CC=CC=C3C=C2C4=CC(=C(C(=C4)F)F)F)C5=C(C1)C(=CC6=CC=CC=C65)C7=CC(=C(C(=C7)F)F)F)CCCC.[Br-] (S)-4,4-Dibutyl-2,6-bis(3,4,5-trifluorophenyl)-4,5-dihydro-3H-Dinaphtho[2,1-C:1',2'-E]azepinium bromide